2-(2-Chloro-6-fluorophenyl)-N-[4-(1-cyclopropyl-1H-pyrazol-4-yl)-3-sulfamoylphenyl]acetamide ClC1=C(C(=CC=C1)F)CC(=O)NC1=CC(=C(C=C1)C=1C=NN(C1)C1CC1)S(N)(=O)=O